FC(C1=C(C=CC=C1)S(=O)(=O)N1CCNCC1)(F)F (S)-4-((2-(Trifluoromethyl)phenyl)sulfonyl)piperazine